C(C)(=O)N1S(C2=C(C=C(C=C2)C)C12C(N(C(C2)=O)C2=CC=C(C=C2)OC)=O)(=O)=O 2-acetyl-5-methyl-1'-(4-methoxyphenyl)-2H-spiro[benzo[d]isothiazole-3,3'-pyrrolidine]-2',5'-dione 1,1-dioxide